4-(propan-2-yl)piperazin CC(C)N1CCNCC1